C(C)(C)(C)OC(=O)N1[C@H](CN(CC1)CC=1C=C2CN(CC2=CC1)C(C1=C(C=C(C(=C1)C(C)C)OCC1=CC=CC=C1)OCC1=CC=CC=C1)=O)C (2S)-4-({2-[2,4-bis(benzyloxy)-5-(propan-2-yl)benzoyl]-2,3-dihydro-1H-isoindol-5-yl}methyl)-2-methylpiperazine-1-carboxylic acid tert-butyl ester